6-methyl-1-(Oxacyclohexan-2-yl)-5,7-dihydro-4H-indazole-3-carboxylic acid ethyl ester C(C)OC(=O)C1=NN(C=2CC(CCC12)C)C1OCCCC1